(S)-7'-methyl-3',4'-dihydro-1'H-spiro[pyrrolidine-3,2'-[1,8]naphthyridine]-1-carboxylic acid tert-butyl ester C(C)(C)(C)OC(=O)N1C[C@@]2(NC3=NC(=CC=C3CC2)C)CC1